ClC1=C(C=CC=C1Cl)N1CCN(CC1)CCCN1CN=C2C(C=NC=3C=CC(=CC23)C)=C1 3-(3-(4-(2,3-dichlorophenyl)piperazin-1-yl)propyl)-9-methylpyrimido[5,4-c]quinoline